tert-butyl ((1r,4r)-4-((6-(4,4,5,5-tetramethyl-1,3,2-dioxaborolan-2-yl)quinazolin-2-yl)amino)cyclohexyl)carbamate CC1(OB(OC1(C)C)C=1C=C2C=NC(=NC2=CC1)NC1CCC(CC1)NC(OC(C)(C)C)=O)C